[C].[Co] cobalt carbon Salt